CC=1C=2N(C=C(N1)C)N=C(C2)C2=CN=C1C(=N2)SC(=C1)[C@@]1([C@H]2CN[C@@H](C1)C2)F |&1:20| 3-(4,6-dimethylpyrazolo[1,5-a]pyrazin-2-yl)-6-[(1R,4R,5RS)-5-fluoro-2-azabicyclo[2.2.1]heptan-5-yl]thieno[2,3-b]pyrazine